2-methyl-N-(4-methylpiperazin-1-yl)-2-(prop-2-enoylamino)propanamide CC(C(=O)NN1CCN(CC1)C)(C)NC(C=C)=O